4-t-butyl-5-hydroxy-4-hydroxyphenyl 4-phenylbenzoate C1(=CC=CC=C1)C1=CC=C(C(=O)OC2=CCC(C(=C2)O)(O)C(C)(C)C)C=C1